C1=CC=C(C(=C1)C(=O)O)NO The molecule is an aminobenzoic acid that is benzoic acid substutited by a hydroxyamino group at position 2. It has a role as a bacterial metabolite. It is an aminobenzoic acid and a member of hydroxylamines.